Thietane-3-ylsulfamic acid sodium salt [Na+].S1CC(C1)NS([O-])(=O)=O